[N+](=O)([O-])C1=CC=C2CCC(C2=C1)=O 6-nitro-2,3-dihydro-1H-inden-1-one